3-((6-fluoroquinolin-4-yl)amino)-N-(3-methyl-5-(pyridin-4-ylamino)phenyl)benzamide FC=1C=C2C(=CC=NC2=CC1)NC=1C=C(C(=O)NC2=CC(=CC(=C2)NC2=CC=NC=C2)C)C=CC1